BrC1=CN=C2N1C=C(C=C2N2CCN(CC2)C(N(C)C)=O)S(=O)(=O)N(C(OC(C)(C)C)=O)C2(CC2)C tert-butyl ((3-bromo-8-(4-(dimethylcarbamoyl)piperazin-1-yl)imidazo[1,2-a]pyridin-6-yl)sulfonyl)(1-methylcyclopropyl)carbamate